CC1(C2(C(CC1CC2)=O)CS(=O)(=O)NCC=2N=C(SC2)CSC2=C1CN(C(C1=CC=C2)=O)C2C(NC(CC2)=O)=O)C 1-(7,7-dimethyl-2-oxobicyclo[2.2.1]heptan-1-yl)-N-((2-(((2-(2,6-dioxopiperidin-3-yl)-1-oxoisoindolin-4-yl)thio)methyl)thiazol-4-yl)methyl)methanesulfonamide